CN1N=NC(=C1)CN(C1CCNCC1)CC=1N=NN(C1)C N,N-bis((1-methyl-1H-1,2,3-triazol-4-yl)methyl)piperidin-4-amine